3-(4,4-difluoropiperidin-1-yl)-4-(1H-imidazole-2-yl)aniline FC1(CCN(CC1)C=1C=C(N)C=CC1C=1NC=CN1)F